BrC1=NN(C(=N1)NC1=CC(=C(C=C1)C=1C=NN(C1F)COCC[Si](C)(C)C)F)C 3-bromo-N-(3-fluoro-4-(5-fluoro-1-((2-(trimethylsilyl)ethoxy)methyl)-1H-pyrazol-4-yl)phenyl)-1-methyl-1H-1,2,4-triazol-5-amine